N-(2-(2-(2-(2-azidoethoxy)ethoxy)ethoxy)ethyl)-N,N-dimethylferrocenylmethylammonium N(=[N+]=[N-])CCOCCOCCOCC[N+](C)(C)C[C-]1C=CC=C1.[CH-]1C=CC=C1.[Fe+2]